2-sulfydryl-benzimidazole zinc salt [Zn].SC=1NC2=C(N1)C=CC=C2